2-((2S,3R,4R,5R)-2-((bis(4-methoxyphenyl)(phenyl)methoxy)methyl)-5-(2,4-dioxo-3,4-dihydropyrimidin-1(2H)-yl)-4-fluorotetrahydrofuran-3-yl)acetaldehyde COC1=CC=C(C=C1)C(OC[C@H]1O[C@H]([C@@H]([C@@H]1CC=O)F)N1C(NC(C=C1)=O)=O)(C1=CC=CC=C1)C1=CC=C(C=C1)OC